CCCCCCCCCCCCCCCC(=O)OC[C@@H]([C@@H]1C(=C(C(=O)O1)O)O)O L-ascorbyl 6-palmitate